N-((1,2,3,5,6,7-Hexahydro-s-indacen-4-yl)carbamoyl)-1-(2-hydroxypropyl)azetidine-3-sulfonamide, potassium salt [K].C1CCC2=C(C=3CCCC3C=C12)NC(=O)NS(=O)(=O)C1CN(C1)CC(C)O